3-(methylthio)-2-(2,4,5-trifluorobenzyl)-1,2,4-triazin-5(2H)-one CSC=1N(N=CC(N1)=O)CC1=C(C=C(C(=C1)F)F)F